[1-[(3,3-difluorocyclobutyl)methyl]pyrazol-4-yl]-5-iodo-quinoxalin-6-ol FC1(CC(C1)CN1N=CC(=C1)C1=NC2=CC=C(C(=C2N=C1)I)O)F